C(C=C)N1CC2=NC(=CC=C2C1=O)NC1=NC=C(C(=C1)N[C@H](CO)C1=CC=CC=C1)C1=NC(=NO1)C1CCN(CC1)C (S)-6-allyl-2-((4-((2-hydroxy-1-phenylethyl)amino)-5-(3-(1-methylpiperidin-4-yl)-1,2,4-oxadiazol-5-yl)pyridin-2-yl)amino)-6,7-dihydro-5H-pyrrolo[3,4-b]pyridin-5-one